FC=1C=C(C=C(C1CN1C(OCC=2C=NC=3N=C(C=CC3C21)OC)=O)F)S(=O)(=O)N 3,5-difluoro-4-((8-methoxy-2-oxo-2H-[1,3]oxazino[5,4-c][1,8]naphthyridin-1(4H)-yl)methyl)benzenesulfonamide